(2R,3S)-2-methyl-4-oxo-2,3,4,5-tetrahydropyrido[3,2-b][1,4]Oxazepin-3-ylcarbamic acid tert-butyl ester C(C)(C)(C)OC(N[C@@H]1C(NC2=C(O[C@@H]1C)C=CC=N2)=O)=O